(R)-N-(4-((2-((5-(tert-butyl)-4-fluoro-1-(tetrahydrofuran-3-yl)-1H-pyrazol-3-yl)amino)-1-methyl-1H-imidazo[4,5-d]pyridin-6-yl)oxy)pyridin-2-yl)acetamide C(C)(C)(C)C1=C(C(=NN1[C@H]1COCC1)NC1=NC=2C(=CC(=NC2)OC2=CC(=NC=C2)NC(C)=O)N1C)F